C(C)OC(=O)C=1C(=NC(=CC1)N1N=C(C=C1)OCC1C(C1(C)C)(C)C)Cl 2-chloro-6-[3-[(2,2,3,3-tetramethylcyclopropyl)methoxy]pyrazol-1-yl]pyridine-3-carboxylic acid ethyl ester